N-[(4-chlorophenyl)methyl]-8-(3,4-dimethoxyphenyl)-2,7-dimethyl-pyrazolo[1,5-a][1,3,5]triazin-4-amine ClC1=CC=C(C=C1)CNC1=NC(=NC=2N1N=C(C2C2=CC(=C(C=C2)OC)OC)C)C